N1CC(CCC1)C1=NC(=NC=C1C(F)(F)F)N (piperidin-3-yl)-5-(trifluoromethyl)pyrimidin-2-amine